C(C)(C)N1N=C(C=C1)C=1C(=C2C(=NC(=NN2C1)C=1N(C=CN1)C)NC1=NC=C(C=N1)OC)C 6-(1-Isopropyl-1H-pyrazol-3-yl)-N-(5-methoxypyrimidin-2-yl)-5-methyl-2-(1-methyl-1H-imidazol-2-yl)pyrrolo[2,1-f][1,2,4]triazin-4-amine